NC=1C=2N(C=CN1)C(=NC2C2=CC=C(C=C2)C(C(F)F)(C2=CC(=CC=C2)C(F)(F)F)O)[C@H]2CN1C(CC[C@@H]1CC2)=O (6R,8aS)-6-[8-Amino-1-(4-{2,2-difluoro-1-hydroxy-1-[3-(trifluoromethyl)phenyl]ethyl}phenyl)-imidazo[1,5-a]pyrazin-3-yl]hexahydroindolizin-3(2H)-on